CN1CCN(CC1)C=1C=C(C=NC1)C(CC(=O)O)N1N=CC2=CC(=CC=C12)OCCC1=NC=2NCCCC2C=C1 3-(5-(4-methylpiperazin-1-yl)pyridin-3-yl)-3-(5-(2-(5,6,7,8-tetrahydro-1,8-naphthyridin-2-yl)ethoxy)-1H-indazol-1-yl)propionic acid